NC=1C(=C(C=CC1)C1C(C2=CC=CC=C2C=C1)O)C#CC1=CC=CC=C1 2-(amino-2-phenylethynylphenyl)dihydronaphthalen-1-ol